(S)-3-(1-(3-bromo-5-chloro-4-fluoro-2-isopropoxyphenyl)ethyl)-1-methylimidazo[1,5-a]Pyrazine-8-amine BrC=1C(=C(C=C(C1F)Cl)[C@H](C)C1=NC(=C2N1C=CN=C2N)C)OC(C)C